C1(CCCC1)C1(CCN(CC1)C(=O)N[C@H]1C(CCC[C@@H]1N1CCN(CC1)C(C)C)(F)F)C |r| rac-4-cyclopentyl-N-{(1R,6S)-2,2-difluoro-6-[4-(propan-2-yl)piperazin-1-yl]cyclohexyl}-4-methylpiperidine-1-carboxamide